5-((5-(2-(((1R,3R)-3-(dimethylamino)cyclopentyl)oxy)-6-fluorophenyl)-1H-pyrazol-3-yl)amino)pyrazine-2-carbonitrile CN([C@H]1C[C@@H](CC1)OC1=C(C(=CC=C1)F)C1=CC(=NN1)NC=1N=CC(=NC1)C#N)C